(3,4-Diethoxy-phenyl)-[4-(3-phenyl-propyl)-1-piperidyl]-methanone C(C)OC=1C=C(C=CC1OCC)C(=O)N1CCC(CC1)CCCC1=CC=CC=C1